(2S,3S,4R,5R)-5-(6-((3-bromobenzyl)amino)-2-(5-chloropyridin-3-yl)-9H-purin-9-yl)-3,4-dihydroxyl-N-(methyl-d3)tetrahydrofuran-2-carboxamide BrC=1C=C(CNC2=C3N=CN(C3=NC(=N2)C=2C=NC=C(C2)Cl)[C@H]2[C@@H]([C@@H]([C@H](O2)C(=O)NC([2H])([2H])[2H])O)O)C=CC1